NC1=C(C=C(C=C1)N)OP(O)(O)=O 2,5-diaminophenylphosphoric acid